C(C)OC(=O)C=1C(CC2N(C(CC3=CC(=C(C=C23)C(C)=O)OCCCOC)C(C)C)C1)=O.C(C=C)(=O)OCCOC1=CC=C(C=C1)C1=C(C=2CC3=CC=CC=C3C2C=C1)C1=CC=C(C=C1)OCCOC(C=C)=O bis[4-(2-acryloyloxyethoxy)phenyl]fluorene ethyl-10-acetyl-6-isopropyl-9-(3-methoxypropoxy)-2-oxo-2,6,7,11b-tetrahydro-1H-pyrido[2,1-a]isoquinoline-3-carboxylate